C(#N)C1=CC=2N(N=C1)C(=CC2)C2=CC(=C(C=N2)C2=NN=C(S2)N2C[C@H]1CCC[C@@H](C2)C1NC(C)=O)NC(C)C N-((1R,5S,9s)-3-(5-(6-(3-cyanopyrrolo[1,2-b]pyridazin-7-yl)-4-(isopropylamino)pyridin-3-yl)-1,3,4-thiadiazol-2-yl)-3-azabicyclo[3.3.1]non-9-yl)acetamide